C(CCCCCCC\C=C/C\C=C/CCCCC)(=O)O linoleoic acid